N2-(3-chloro-5-fluorophenyl)-5-(1-methyl-1H-pyrazol-4-yl)-N4-(4-(piperidin-4-yl)phenyl)pyrimidine-2,4-diamine ClC=1C=C(C=C(C1)F)NC1=NC=C(C(=N1)NC1=CC=C(C=C1)C1CCNCC1)C=1C=NN(C1)C